Trans-2-isopropyl-4-methyl-2,3,4,6,7,8-hexahydro-5H-chromen-5-one C(C)(C)[C@@H]1OC=2CCCC(C2[C@H](C1)C)=O